OC=1C(OC(C1CC)CC)=O 3-hydroxy-4,5-diethyl-2(5H)-furanone